(R)-(6,6'-dimethoxybiphenyl-2,2'-diyl)bis[bis(3,5-di-tert-butylphenyl)phosphine] COC1=CC=CC(=C1C1=C(C=CC=C1OC)P(C1=CC(=CC(=C1)C(C)(C)C)C(C)(C)C)C1=CC(=CC(=C1)C(C)(C)C)C(C)(C)C)P(C1=CC(=CC(=C1)C(C)(C)C)C(C)(C)C)C1=CC(=CC(=C1)C(C)(C)C)C(C)(C)C